FCC(C=O)C 3-fluoro-2-methylpropan-1-one